2,5-difluoro-4-(8,9,10,11-tetrahydro-3H-pyrazolo[4,3-a]phenanthridin-7-yl)phenol FC1=C(C=C(C(=C1)C1=NC2=CC=C3C(=C2C=2CCCCC12)C=NN3)F)O